2-(4-(4-methyl-4H-1,2,4-triazol-3-yl)piperidin-1-yl)-3-(6-carbonyl-1,6-dihydropyridin-3-yl)benzonitrile CN1C(=NN=C1)C1CCN(CC1)C1=C(C#N)C=CC=C1C1=CNC(C=C1)=C=O